C[C@H](CC=C(C=CO)C(C)C)[C@H]1CC[C@@H]2[C@@]1(CC[C@H]3[C@H]2CCC4[C@@]3(CCCC4)C)C stigmastadienol